C1(=CC=CC=C1)C=1N=C2N(C=C(C=C2C2=CC=CC=C2)C=2C=C(C=O)C=CC2)C1 3-(2,8-diphenylimidazo[1,2-a]pyridin-6-yl)benzaldehyde